6-chloro-N-(3-(3-chlorophenoxy)phenyl)-2''-fluoro-[1,1':2',1'':2'',1''':3''',1''''-quinquephenyl]-2-amine ClC=1C=CC=C(C1C=1C(=CC=CC1)C=1C(CC=CC1)(C1=CC(=CC=C1)C1=CC=CC=C1)F)NC1=CC(=CC=C1)OC1=CC(=CC=C1)Cl